benzo[1,2-b:4,3-b']dipyrrole-2-carboxamide C1=C2C(N=C1C(=O)N)=CC=C1N=CC=C12